NC1=CC(=NC=2N1N=C(C2Cl)C)NCCC2=NN(C=C2)C2(CC2)CO 7-amino-3-chloro-5-((2-(1-(1-(hydroxymethyl)cyclopropyl)-1H-pyrazol-3-yl)ethyl)amino)-2-methylpyrazolo[1,5-a]pyrimidine